1-(4-((1-HYDROXY-2-METHYLPROPAN-2-YL)AMINO)PYRIDIN-2-YL)-N-(1-METHYL-1H-INDAZOL-7-YL)-1H-PYRAZOLE-4-SULFONAMIDE OCC(C)(C)NC1=CC(=NC=C1)N1N=CC(=C1)S(=O)(=O)NC=1C=CC=C2C=NN(C12)C